ClC1=C2C(=C(N(C2=C(C=C1OC)C#N)C)C1=NNC(=N1)CCO)N1C=NC=C1 chloro-2-(5-(2-hydroxyethyl)-1H-1,2,4-triazol-3-yl)-3-(1H-imidazol-1-yl)-5-methoxy-1-methyl-1H-indole-7-carbonitrile